bis(trifluoromethyl)pyridine-4-carboxamide FC(F)(F)C=1C(=NC=CC1C(=O)N)C(F)(F)F